methyl 2-(6-bromo-2-methyl-3H-imidazo[4,5-b]pyridin-3-yl)acetate BrC=1C=C2C(=NC1)N(C(=N2)C)CC(=O)OC